2-(2-(((3-chloro-2-fluoro-6-(1H-tetrazol-1-yl)phenyl)amino)-2-oxoacetamido)-3-phenylpropionamido)benzoic acid ClC=1C(=C(C(=CC1)N1N=NN=C1)NC(C(=O)NC(C(=O)NC1=C(C(=O)O)C=CC=C1)CC1=CC=CC=C1)=O)F